CC(C)C1=CC=C(C=C1)NC(=O)N1[C@H](CCC1)C(=O)NC1=CC=C(C=C1)C1=NC=C(C=N1)C(=O)[O-].[NH4+] ammonium 2-{4-[(1-{[4-(propan-2-yl)phenyl]carbamoyl}-D-prolyl)amino]phenyl}pyrimidine-5-carboxylate